BrC1=NN(C=C1)C(C)C 3-bromo-1-(propan-2-yl)-1H-pyrazole